2-methyl-1,2,3,4-tetrahydrobenzo[g]quinoxaline CC1CNC=2C=C3C(=CC2N1)C=CC=C3